ClC1=NC=C(C=N1)[C@H]1[C@@H](C1)C1=CC(=C(C=C1)Cl)[N+](=O)[O-] trans-2-chloro-5-(2-(4-chloro-3-nitrophenyl)cyclopropyl)pyrimidine